C1(CCC1)COC1=C(C=C(C=C1F)F)CNC(=O)C=1C(=NC=C(C1)C=1C=CC=2N(N1)C=C(N2)NC(C)=O)C N-{[2-(cyclobutylmethoxy)-3,5-difluorophenyl]methyl}-5-{2-acetamidoimidazo[1,2-b]pyridazin-6-yl}-2-methylpyridine-3-carboxamide